C(#N)C=1C=C(C=CC1)C=1N=C2N(C(C1C)=O)C=C(C=C2C(C)NC2=C(C(=O)OC(C)(C)C)C=CC=C2)C tert-butyl 2-((1-(2-(3-cyanophenyl)-3,7-dimethyl-4-oxo-4H-pyrido[1,2-a]pyrimidin-9-yl)ethyl)amino)benzoate